4-(1-(1-acetylpiperidin-4-carbonyl)piperidin-4-yl)-7-chloro-1-methyl-1,4-dihydropyrido[2,3-b]pyrazine-2,3-dione C(C)(=O)N1CCC(CC1)C(=O)N1CCC(CC1)N1C2=C(N(C(C1=O)=O)C)C=C(C=N2)Cl